3-((4-methyl-4H-1,2,4-triazol-3-yl)methyl)-3-(3-(6-(2-((R)-2-methylmorpholino)propan-2-yl)-1-oxo-4-(trifluoromethyl)isoindolin-2-yl)phenyl)cyclobutane-1-carbonitrile CN1C(=NN=C1)CC1(CC(C1)C#N)C1=CC(=CC=C1)N1C(C2=CC(=CC(=C2C1)C(F)(F)F)C(C)(C)N1C[C@H](OCC1)C)=O